4-((1R,2R)-2-(fluoromethyl)cyclopropyl)pyridazine FC[C@H]1[C@@H](C1)C1=CN=NC=C1